CC1=CC=C(C=C1)S(=O)(=O)O.COC([C@H](C[C@H]1C(NCC1)=O)N)=O (S)-2-amino-3-((S)-2-oxopyrrolidin-3-yl)propionic acid methyl ester 4-methylbenzenesulfonate